6-((2,3-dihydro-1H-inden-2-yl)amino)-5-fluoro-N-hydroxynicotinamide C1C(CC2=CC=CC=C12)NC1=NC=C(C(=O)NO)C=C1F